7-amino-N-{2-[3-(ethylamino)-4-(fluoromethyl)pyrrolidin-1-yl]-5,6,7,8-tetrahydroquinolin-6-yl}-3-methylthieno[2,3-b]pyrazine-6-carboxamide NC1=C(SC2=NC(=CN=C21)C)C(=O)NC2CC=1C=CC(=NC1CC2)N2CC(C(C2)CF)NCC